N-((1S,2S)-2-methylcyclopropyl)-2-(methylthio)thieno[2,3-d]thiazole-5-carboxamide C[C@@H]1[C@H](C1)NC(=O)C1=CC2=C(N=C(S2)SC)S1